C(CCC)OC(C=C)=O.CN(C)CCOC(C(=C)C)=O.C=CC1=CC=CC=C1 styrene dimethylaminoethyl-methacrylate butyl-acrylate